FC=1C=C2C3CCCN3C=3C=CN4N=CC(NC(C(COC2=CC1)C)=O)=C4N3 9-fluoro-15-methyl-13-oxa-2,17,20,21,24-pentaazapentacyclo[16.5.2.02,6.07,12.021,25]pentacosane-1(24),7,9,11,18(25),19,22-heptaene-16-one